OC1=CC=C(C=C1)C1=NC(=CC(=C1)C1=CC=C(C=C1)O)C1=CC=C(C=C1)O 2,4,6-tris(p-hydroxyphenyl)pyridine